ClC=1N=C(C2=C(N1)N(C(=C2F)C[C@H](C)NC(OC(C)(C)C)=O)C)NCC=2OC=CC2 tert-butyl (S)-(1-(2-chloro-5-fluoro-4-((furan-2-ylmethyl)amino)-7-methyl-7H-pyrrolo[2,3-d]pyrimidin-6-yl)propan-2-yl)carbamate